FC(C1=C(C=CC=C1)[C@H]1CC[C@H](CC1)OC[C@@H]1NCCC[C@@H]1NS(=O)(=O)C)F N-((2R,3S)-2-(((cis-4-(2-(difluoromethyl)phenyl)cyclohexyl)-oxy)methyl)piperidin-3-yl)methanesulfonamide